C12(CC(C1)C2)C2=NN(C(=C2C(F)(F)F)C(=O)N)C[C@H]2[C@@H](C2)C(F)F 3-(Bicyclo[1.1.1]pentan-1-yl)-1-(((trans)-2-(difluoromethyl)cyclopropyl)methyl)-4-(trifluoromethyl)-1H-pyrazole-5-carboxamide